ClC1=NC=C(C(=N1)Cl)N 2,4-dichloro-5-aminylpyrimidine